C(CCCC(=O)O)(=O)N[C@@H](C(C)C)C(=O)O glutaryl-Valine